(E)-4-bromo-N'-hydroxybenzamidine BrC1=CC=C(/C(=N\O)/N)C=C1